N=1C=CN2C1C=CC(=C2)C=2C=CN1NN(C=CC12)N[C@@H]1C[C@@H](C1)OC 5-(Imidazo[1,2-a]pyridin-6-yl)-N-(cis-3-methoxycyclobutyl)pyrrolo[2,1-f]triazin-2-amine